(2R)-4-[tert-butyl(dimethyl)silyl]oxybutan-2-ol [Si](C)(C)(C(C)(C)C)OCC[C@@H](C)O